ClC1=CC=C(CNC(=O)C2=CC=C3N(CCN(C3=O)CCN(C(OC(C)(C)C)=O)C)C2=O)C=C1 tert-butyl (2-(7-((4-chlorobenzyl)carbamoyl)-1,6-dioxo-3,4-dihydro-1H-pyrido[1,2-a]pyrazin-2(6H)-yl)ethyl)(methyl)carbamate